NC1=NC=C(C2=C1C(=NN2C(C)C)C2=CC(=C(C=C2F)NS(=O)(=O)C2=C(C=CC(=C2)OC(F)F)F)F)C2CCC(CC2)NCCOC N-(4-(4-amino-1-isopropyl-7-((1r,4r)-4-((2-methoxyethyl)amino)cyclohexyl)-1H-pyrazolo[4,3-c]pyridin-3-yl)-2,5-difluorophenyl)-5-(difluoromethoxy)-2-fluorobenzenesulfonamide